6-(4-Methylpiperazin-1-yl)-1-benzothiophene-2-carboxylic acid CN1CCN(CC1)C1=CC2=C(C=C(S2)C(=O)O)C=C1